C(C)(C)(C)N(C(O)=O)C1=CC=C2C=CN(C2=C1)S(=O)(=O)C1=CC=CC=C1.C[C@@H]1N(CCN([C@H]1C)C1=CC=CC=C1)C(=O)C1=CC2=CC=CC=C2C=C1 ((2S,3S)-2,3-dimethyl-4-phenylpiperazin-1-yl)(naphthalen-2-yl)methanone tert-butyl-(1-(Phenylsulfonyl)-1H-indol-6-yl)carbamate